5-anthracenamide C1=CC=CC2=CC=3C(=CC=CC3C=C12)C(=O)N